[Na].C(C)(C)(C)[C@@H]1N=C(OC1)C(=O)O (S)-4-tert-butyl-4,5-dihydro-oxazole-2-carboxylic acid sodium